OC(COC(C=C)=O)C acrylic acid-β-hydroxypropyl ester